NCC(CN(CC(C(CN(C(CCCCCCCCCCCCCCC)=O)CC(CN)O)O)O)C(CCCCCCCCCCCCCCC)=O)O 1,4-bis[(3-amino-2-hydroxypropyl)-palmitoylamino]-butane-2,3-diol